C(#N)C=1C=C(C=CC1)C=1N=C(SC1C1=CC(=NC(=C1)C)C)NC(=O)N1CCC2(CC(N(C2)C)=O)CC1 N-[4-(3-Cyanophenyl)-5-(2,6-dimethyl-4-pyridyl)thiazol-2-yl]-2-methyl-3-oxo-2,8-diazaspiro[4.5]decane-8-carboxamide